C(CCCCCCCCCCC)(=O)[O-].C(CCCCCCCCCCC)(=O)[O-].O1C(C=CC=C1)[Sn+2]C1OC=CC=C1 dipyryl-tin dilaurate